The molecule is a sulfur coordination entity consisting of six fluorine atoms attached to a central sulfur atom. It is the most potent greenhouse gas currently known, with a global warming potential of 23,900 times that of CO2 over a 100 year period (SF6 has an estimated lifetime in the atmosphere of between 800 and 3,000 years). It has a role as an ultrasound contrast agent and a member of greenhouse gas. FS(F)(F)(F)(F)F